S(=O)(=O)(O)O.C(C)(C)SC(N)=N S-isopropylisothiourea sulfate